CN(C1=CC=CC(=C1)[N+](=O)[O-])C dimethyl-5-nitroaniline